[((1R,2S,5R)-2-ISOPROPYL-5-METHYL-CYCLOHEXANECARBONYL)-AMINO]-ACETIC ACID ISOPROPYL ESTER C(C)(C)OC(CNC(=O)[C@H]1[C@@H](CC[C@H](C1)C)C(C)C)=O